N-(4-(N-acetylsulfamoyl)phenyl)-3-amino-6-(4-((dimethylamino)methyl)phenyl)pyrazine-2-carboxamide C(C)(=O)NS(=O)(=O)C1=CC=C(C=C1)NC(=O)C1=NC(=CN=C1N)C1=CC=C(C=C1)CN(C)C